(3S)-5-chloro-7-({3-[8-ethyl-2-(piperidin-4-ylamino) quinazolin-6-yl]-2-fluorophenyl} sulfamoyl)-2,3-dihydro-1-benzofuran-3-yl acetate C(C)(=O)O[C@@H]1COC2=C1C=C(C=C2S(NC2=C(C(=CC=C2)C=2C=C1C=NC(=NC1=C(C2)CC)NC2CCNCC2)F)(=O)=O)Cl